[Zn].[Al].[Li].[Mg] MAGNESIUM-LITHIUM-ALUMINUM-ZINC